C(#N)C=1C(=NC(=C(C1CC)C#N)N1CCC(CC1)NCC1=CC=C(C=C1)F)SC(C(=O)N)C1=CC=CC=C1 2-((3,5-dicyano-4-ethyl-6-(4-((4-fluorobenzyl)amino)piperidin-1-yl)pyridin-2-yl)thio)-2-phenylacetamide